(6-(benzyloxy)-2-bromo-3-(trifluoromethyl)phenyl)methanol C(C1=CC=CC=C1)OC1=CC=C(C(=C1CO)Br)C(F)(F)F